2-Fluoro-6-[1-[6-methyl-2-(1-methylindazol-3-yl)-4-oxo-chromen-8-yl]ethylamino]benzoic acid FC1=C(C(=O)O)C(=CC=C1)NC(C)C=1C=C(C=C2C(C=C(OC12)C1=NN(C2=CC=CC=C12)C)=O)C